2-(2-Cyclohexyl-5-oxo-8-(trifluoromethyl)pyrazolo[1,5-a]pyrido[3,2-e]pyrimidin-4(5H)-yl)-N-(5-fluoropyridin-2-yl)acetamide C1(CCCCC1)C1=NN2C(N(C(C3=C2N=C(C=C3)C(F)(F)F)=O)CC(=O)NC3=NC=C(C=C3)F)=C1